(S)-1-(4-((5R,7R)-7-hydroxy-5-methyl-6,7-dihydro-5H-cyclopenta[d]pyrimidin-4-yl)piperazin-1-yl)-3-(isopropylamino)-2-(thiophen-2-yl)propan-1-one O[C@@H]1C[C@H](C2=C1N=CN=C2N2CCN(CC2)C([C@H](CNC(C)C)C=2SC=CC2)=O)C